O.OC(C(=O)O)C mono-2-hydroxypropionic acid hydrate